bis-(10-carboxydecyl)disulfide C(=O)(O)CCCCCCCCCCSSCCCCCCCCCCC(=O)O